ClC1=C(C(=C(C=C1OC)OC)Cl)C1=CC2=C(N=C(N=C2)N[C@H]2[C@H](COC2)NC(C=C)=O)C(=N1)N1CC(C1)(C)C N-((3R,4S)-4-((6-(2,6-dichloro-3,5-dimethoxyphenyl)-8-(3,3-dimethylazetidin-1-yl)pyrido[3,4-d]pyrimidin-2-yl)amino)tetrahydrofuran-3-yl)acryl-amide